N-[(2S)-1-(4-{[5-(3-methyl-1,2-oxazol-5-yl)thiophen-2-yl]sulfonyl}piperazin-1-yl)propan-2-yl]-8-{3-[(pyrrolidin-1-yl)methyl]phenyl}quinazolin-4-amine CC1=NOC(=C1)C1=CC=C(S1)S(=O)(=O)N1CCN(CC1)C[C@H](C)NC1=NC=NC2=C(C=CC=C12)C1=CC(=CC=C1)CN1CCCC1